FC1(CCC(CC1)(O)CC1=C(OC2=C(C=C(C=C2C1=O)F)O)C(=O)N)F ((4,4-difluoro-1-hydroxycyclohexyl)methyl)-6-fluoro-8-hydroxy-4-oxo-4h-chromene-2-carboxamide